disodium diselenate [Se](=O)(=O)([O-])[O-].[Se](=O)(=O)(O)O.[Na+].[Na+]